(1-((1R,4R)-4-((tert-Butyldimethylsilyl)oxy)cyclohexyl)-1H-pyrazol-4-yl)-3-iodo-6-methylimidazo[1,2-b]pyridazine [Si](C)(C)(C(C)(C)C)OC1CCC(CC1)N1N=CC(=C1)C=1N=C2N(N=C(C=C2)C)C1I